antimony ethyl thioglycolate C(CS)(=O)OCC.[Sb]